7α-hydroxy-4-cholesten-3-one-d7 [2H]C([2H])([2H])C([2H])(CCC[C@@H](C)[C@H]1CC[C@@H]2[C@@]1(CC[C@H]3[C@H]2[C@@H](CC4=CC(=O)CC[C@]34C)O)C)C([2H])([2H])[2H]